C(C1=CC=CC=C1)N1CC2(CN(C2)C(=O)OC(C)(C)C)[C@@H](C1)CO (S)-tert-butyl 6-benzyl-8-(hydroxymethyl)-2,6-diazaspiro[3.4]octane-2-carboxylate